Phthalic acid disodium salt [Na+].[Na+].C(C=1C(C(=O)[O-])=CC=CC1)(=O)[O-]